1-(acetylamino)-6-bromoindole C(C)(=O)NN1C=CC2=CC=C(C=C12)Br